OC1=CC(=CC(=C1C1CCCC(=C1)C)OP(=O)(C)N[C@@H](C)C(=O)OCC(C)(C)C)CCCCC neopentyl (((6-hydroxy-5'-methyl-4-pentyl-1',2',3',4'-tetrahydro-[1,1'-biphenyl]-2-yl)oxy)(methyl)phosphoryl)-L-alaninate